6-[[5-(trifluoro-methyl)pyrazin-2-yl]methyl]-2-azaspiro[3.4]octane FC(C=1N=CC(=NC1)CC1CC2(CNC2)CC1)(F)F